C1(=CCCCCCCCCCCCCC1)C(=O)O cyclopentadecenoic acid